NC1=NC=NC=2C3=C(CC(C12)(C)C)C(=C(C=C3)O[C@@H]3CC[C@@H](CC3)N)N(CCO)CCC 2-[[4-amino-8-(cis-4-aminocyclohexoxy)-5,5-dimethyl-6H-benzo[h]quinazolin-7-yl]-propyl-amino]ethanol